6-[3-chloro-4-(2-hydroxy-2-methylpropoxy)-2-(methoxymethyloxy)phenyl]-5-methyl-4,5-dihydro-2H-pyridazin-3-one ClC=1C(=C(C=CC1OCC(C)(C)O)C=1C(CC(NN1)=O)C)OCOC